(6-(1H-imidazol-1-yl)-2-methoxypyridin-3-yl)-1-methyl-4-phenyl-1H-1,2,3-triazole-5-carboxamide N1(C=NC=C1)C1=CC=C(C(=N1)OC)NC(=O)C1=C(N=NN1C)C1=CC=CC=C1